Cl.ClC1=C(C=CC=C1C1=C(C=C(C=C1)OC(F)(F)F)Cl)[C@@]1(CC(N(C(N1)=N)[C@@H]1C[C@@H](OCC1)C)=O)C (6S)-6-{2-Chloro-3-[2-chloro-4-(trifluoromethoxy)phenyl]phenyl}-2-imino-6-methyl-3-[(2S,4S)-2-methyltetrahydropyran-4-yl]-hexahydropyrimidin-4-one hydrochloride